1-ethyl-3-(3-fluoro-4-((4-(2-methyl-6-(2-oxopyrrolidin-1-yl)pyridin-3-yl)piperazin-1-yl)methyl)pyridin-2-yl)urea C(C)NC(=O)NC1=NC=CC(=C1F)CN1CCN(CC1)C=1C(=NC(=CC1)N1C(CCC1)=O)C